N-(3-(methylsulfonamido)phenyl)-6-(1-phenylethoxy)nicotinamide CS(=O)(=O)NC=1C=C(C=CC1)NC(C1=CN=C(C=C1)OC(C)C1=CC=CC=C1)=O